chloro-2-[2-[[(3R)-1-[[rac-trans-2-hydroxycyclobutyl]methyl]-3-piperidyl]amino]oxazolo[4,5-b]pyridin-5-yl]-3-methyl-phenol ClC1=C(C(=C(C=C1)O)C1=CC=C2C(=N1)N=C(O2)N[C@H]2CN(CCC2)C[C@H]2[C@@H](CC2)O)C |&1:25,26|